Hydroxy-quinoline-2-carboxylic acid ethyl ester C(C)OC(=O)C1=NC2=CC=CC=C2C=C1O